(5-methyl-2-pyridyl)-[5-[5-(trifluoromethyl)-1,2,4-oxadiazol-3-yl]-2-thienyl]methanol CC=1C=CC(=NC1)C(O)C=1SC(=CC1)C1=NOC(=N1)C(F)(F)F